COCC1(OC2=CC=CC=C2C(C1)NC(=O)[C@H]1[C@@H](C1)[C@@H](N1C(NC(CC1=O)(C)C)=[NH2+])C=1C=[NH+]C=CC1)C [1-[(R)-[(1R,2R)-2-[[2-(methoxymethyl)-2-methyl-chroman-4-yl]carbamoyl]cyclopropyl]-pyridin-1-ium-3-yl-methyl]-4,4-dimethyl-6-oxo-hexahydropyrimidin-2-ylidene]ammonium